propylcyclopentylmethacrylate C(CC)C(=C(C(=O)[O-])C)C1CCCC1